1,1,1-trifluoro-N-phenyl-N-(trifluoromethyl)sulfonylmethanesulfonamide FC(S(=O)(=O)N(S(=O)(=O)C(F)(F)F)C1=CC=CC=C1)(F)F